C(C1=CC=CC=C1)OC1CC2C(C2C1)C(=O)O (+/-)-3-(benzyloxy)bicyclo[3.1.0]hexane-6-carboxylic acid